3-(5-{[(4-carbamimidoylphenyl)methyl](methyl)amino}-4-methyl-1-(5-methylfuran-3-carbonyl)-1H-pyrazol-3-yl)-1-(pyrrolidine-1-sulfonyl)piperidine-2-carboxylic acid C(N)(=N)C1=CC=C(C=C1)CN(C1=C(C(=NN1C(=O)C1=COC(=C1)C)C1C(N(CCC1)S(=O)(=O)N1CCCC1)C(=O)O)C)C